O=C(CNC(OC(C)(C)C)=O)CC1=CC=NC=C1 tert-butyl (2-oxo-3-(pyridine-4-yl)propyl)carbamate